diethyl-(E)-2-methylbut-2-enedioate C(C)OC(\C(=C\C(=O)OCC)\C)=O